OCCN=C(O)C(CO)CO (2-hydroxyethyl)iminotris(hydroxymethyl)methane